(S)-(3-(ethoxymethyl)-3-(2-(4-methyl-4H-1,2,4-triazol-3-yl)ethyl)pyrrolidin-1-yl)(6-methylpyridin-3-yl)methanone C(C)OC[C@@]1(CN(CC1)C(=O)C=1C=NC(=CC1)C)CCC1=NN=CN1C